methylenebis-1,3-cyclohexanedione C(C1C(CCCC1=O)=O)C1C(CCCC1=O)=O